FC1=C(C(=CC=C1)F)C1CC(=NO1)C(C)=O 1-[5-(2,6-difluorophenyl)-4,5-dihydroisoxazol-3-yl]ethanone